1-methyl-5-oxo-2-(pyridin-3-yl)pyrrolidine-3-carboxamide CN1C(C(CC1=O)C(=O)N)C=1C=NC=CC1